OCCCCCCCCCCOC1=CC=C(C=C1)C1=CC=C(C#N)C=C1 4-[4-(10-hydroxydecyloxy)phenyl]benzonitrile